Methyl 5,5-dimethyl-2-((triisopropylsilyl)ethynyl)-4,5-dihydrothiazole-4-carboxylate CC1(C(N=C(S1)C#C[Si](C(C)C)(C(C)C)C(C)C)C(=O)OC)C